C(C1=CC=CC=C1)OC(=O)N[C@@H](CC(=O)OC(C)(C)C)C(COC1=C(C(=CC(=C1F)F)F)F)=O tert-butyl (S)-3-(((benzyloxy)carbonyl)amino)-4-oxo-5-(2,3,5,6-tetrafluorophenoxy)pentanoate